methylindoline-3-carboxylic acid CN1CC(C2=CC=CC=C12)C(=O)O